(2S,5S)-5-((2S,3S)-2-Acetylamino-3-methyl-pentanoylamino)-4-oxo-1,2,4,5,6,7-hexahydro-azepino[3,2,1-hi]indole-2-carboxylic acid (1H-[1,2,3]triazol-4-ylmethyl)-amide N1N=NC(=C1)CNC(=O)[C@H]1N2C3=C(C=CC=C3C1)CC[C@@H](C2=O)NC([C@H]([C@H](CC)C)NC(C)=O)=O